bromo-3,5-dichloro-1,1'-biphenyl BrC1=C(C=C(C=C1Cl)Cl)C1=CC=CC=C1